tetratriacontyl acrylate C(C=C)(=O)OCCCCCCCCCCCCCCCCCCCCCCCCCCCCCCCCCC